OC1=C(C=C(C=C1)C1OC2=C(CC1O)C=CC(=C2)O)OC 2-(4-hydroxy-3-methoxyphenyl)-3,4-dihydro-2H-1-benzopyran-3,7-diol